FC(C(=O)O)(F)F.FC(C(=O)O)(F)F.COC=1C=C(C=C(C1C)C)NC1=NC=C(C(=N1)NC=1C=C(C2=C(NC(O2)=O)C1)F)C 5-(2-(3-methoxy-4,5-dimethylphenylamino)-5-methylpyrimidin-4-ylamino)-7-fluorobenzo[d]oxazol-2(3H)-one trifluoroacetate trifluoroacetate salt